2-methyl-1-(4-(6-(5-(3-methylpyridin-2-ylamino)-1,2,4-thiadiazol-3-yl)pyridin-3-yloxy)piperidin-1-yl)propan-1-one CC(C(=O)N1CCC(CC1)OC=1C=NC(=CC1)C1=NSC(=N1)NC1=NC=CC=C1C)C